ClC1=CC=C(C=C1)C1=C(C2=C(S1)C=C(C=C2)OC)C(=O)C2=CC=C(C=C2)OCCN2CCNCC2 (2-(4-chlorophenyl)-6-methoxybenzo[b]thiophen-3-yl)(4-(2-(piperazin-1-yl)ethoxy)phenyl)methanone